4-methylphenyl 4-methylbenzoate CC1=CC=C(C(=O)OC2=CC=C(C=C2)C)C=C1